N1=CC(=CC=C1)C=1C=C(C=CC1)C1=CC(=NC(=C1)N1C=2C=CC=C(C2C=2C(=CC=CC12)N(C1=CC=CC=C1)C1=CC=CC=C1)N(C1=CC=CC=C1)C1=CC=CC=C1)N1C=2C=CC=C(C2C=2C(=CC=CC12)N(C1=CC=CC=C1)C1=CC=CC=C1)N(C1=CC=CC=C1)C1=CC=CC=C1 9,9'-(4-(3-(pyridin-3-yl)phenyl)pyridine-2,6-diyl)bis(N4,N4,N5,N5-tetraphenyl-9H-carbazole-4,5-diamine)